(S or R)-tert-butyl 4-(3-methyl-4-(tosyloxy)butyl)piperidine-1-carboxylate C[C@@H](CCC1CCN(CC1)C(=O)OC(C)(C)C)COS(=O)(=O)C1=CC=C(C)C=C1 |o1:1|